NC[C@@]1(OC2=C(C1)C(=C(C(=C2)F)Cl)C2=C(C(=O)NCCCCCC1=C3CN(C(C3=CC=C1)=O)C1C(NC(CC1)=O)=O)C=CC(=C2F)OC)C2=CC=CC=C2 2-((2S,4S)-2-(aminomethyl)-5-chloro-6-fluoro-2-phenyl-2,3-dihydrobenzofuran-4-yl)-N-(5-(2-(2,6-dioxopiperidin-3-yl)-1-oxoisoindolin-4-yl)pentyl)-3-fluoro-4-methoxybenzamide